2-(16-(tert-butoxycarbonyl)-1,4,10,13-tetraoxa-7,16-diaza-octadeca-7-yl)acetic acid C(C)(C)(C)OC(=O)N(CCOCCOCCN(CCOCCO)CC(=O)O)CC